trityl chloride C(C1=CC=CC=C1)(C1=CC=CC=C1)(C1=CC=CC=C1)Cl